rel-2-((3R,4R)-4-(((5-fluoro-6-(methyl(4-(trifluoromethyl)benzyl)amino)pyrimidin-4-yl)amino)methyl)-3-hydroxypiperidin-1-yl)acetamide FC=1C(=NC=NC1N(CC1=CC=C(C=C1)C(F)(F)F)C)NC[C@@H]1[C@H](CN(CC1)CC(=O)N)O |o1:22,23|